CC1(CCC1)C(C(=O)O)NC(C(F)(F)F)=O 2-(1-methylcyclobutyl)-2-[(2,2,2-trifluoroacetyl)amino]acetic acid